(9Z,12E)-tetradec-9,12-dien-1-ylacetate C(CCCCCCC\C=C/C\C=C\C)CC(=O)[O-]